4-Amino-5-(4-chloro-3-hydroxyphenyl)-5-methyl-2-(8-(3,3,4,4,4-pentafluorobutyl)-[1,2,4]triazolo[1,5-a]pyrazin-6-yl)-5,7-dihydro-6H-pyrrolo[2,3-d]pyrimidin-6-one NC=1C2=C(N=C(N1)C=1N=C(C=3N(C1)N=CN3)CCC(C(F)(F)F)(F)F)NC(C2(C)C2=CC(=C(C=C2)Cl)O)=O